(R)-2-(5-(4-(2-(5-amino-8-(furan-2-yl)-1-methyl-2-oxo-1H-pyrazolo[5,1-i]purin-3(2H)-yl)ethyl)piperazin-1-yl)-2,4-difluorophenoxy)propanoic acid NC=1N2C(C=3N(C(N(C3N1)CCN1CCN(CC1)C=1C(=CC(=C(O[C@@H](C(=O)O)C)C1)F)F)=O)C)=CC(=N2)C=2OC=CC2